N-((4-(6-(6-(Difluoromethyl)imidazo[1,2-b]pyridazin-3-yl)pyrimidin-4-yl)-5-ethylmorpholin-2-yl)methyl)methanesulfonamide FC(C=1C=CC=2N(N1)C(=CN2)C2=CC(=NC=N2)N2CC(OCC2CC)CNS(=O)(=O)C)F